2,6-di-t-butyl-4-(methoxymethylene)cyclohex-2,5-dienone C(C)(C)(C)C=1C(C(=CC(C1)=COC)C(C)(C)C)=O